2-(2-methoxy-7-methylquinoxalin-5-yl)thiazolo[4,5-c]pyridine COC1=NC2=CC(=CC(=C2N=C1)C=1SC2=C(C=NC=C2)N1)C